ClC1=CC=C(C=C1)C1=NC(=NC(=N1)C(Br)(Br)Br)C(Br)(Br)Br 2-(4-chlorophenyl)-4,6-bis(tribromomethyl)-1,3,5-triazine